NC=1C=CC(=C2CN(C(C12)=O)CC(C#N)CN1CCNCC1)C1=CC=C2C=NN(C2=C1)C 2-{[7-amino-4-(1-methyl-1H-indazol-6-yl)-1-oxo-2,3-dihydro-1H-isoindol-2-yl]methyl}-3-(piperazin-1-yl)propanenitrile